(E)-1-(4-((4-(4-(2-amino-4-(difluoromethyl)pyrimidin-5-yl)-6-morpholino-1,3,5-triazin-2-yl)piperazin-1-yl)methyl)piperidin-1-yl)-4-(dimethylamino)but-2-en-1-one NC1=NC=C(C(=N1)C(F)F)C1=NC(=NC(=N1)N1CCOCC1)N1CCN(CC1)CC1CCN(CC1)C(\C=C\CN(C)C)=O